OC(C)(C)C=1NC(C=2SC(=C3OCCCC1C23)C=2C=NNC2)=O 5-(2-hydroxy-prop-2-yl)-1-(1H-pyrazol-4-yl)-4,6,7,8-tetrahydro-3H-9-oxa-2-thia-4-azabenzo[cd]azulene-3-one